tert-butyl((1r,4r)-4-((4,4-dimethyl pentyl) (2-(2,6-dioxopiperidin-3-yl)-1-oxoisoindolin-4-yl)amino)cyclohexyl)carbamate C(C)(C)(C)OC(NC1CCC(CC1)N(C1=C2CN(C(C2=CC=C1)=O)C1C(NC(CC1)=O)=O)CCCC(C)(C)C)=O